DL-Arginin N[C@@H](CCCNC(N)=N)C(=O)O |r|